triethylethoxytin C(C)[Sn](OCC)(CC)CC